t-pentyl alcohol C(C)(C)(CC)O